6-((3-((1R,5S,6R)-3-azabicyclo[3.1.0]hex-6-yl)-1,2,4-oxadiazol-5-yl)methyl)pyrido[2,3-d]pyridazin-5(6H)-one hydrochloride Cl.[C@H]12CNC[C@@H]2C1C1=NOC(=N1)CN1N=CC2=C(C1=O)C=CC=N2